C1(CCCCC1)NC[Si](OCC)(OCC)C (N-cyclohexylaminomethyl)methyldiethoxy-silane